FC(CC1=CC2=C(S1)[C@@]1(C[C@@H](N(CC1)CC1CC(C1)NC(OC(C)(C)C)=O)C)OCC2)F tert-butyl N-[3-[[(2'S,7R)-2-(2,2-difluoroethyl)-2'-methyl-spiro[4,5-dihydrothieno[2,3-c]pyran-7,4'-piperidine]-1'-yl]methyl]cyclobutyl]carbamate